methyl (E)-2-[2-(3-ethoxyphenoxy) phenyl]-3-methoxypropenoate C(C)OC=1C=C(OC2=C(C=CC=C2)/C(/C(=O)OC)=C\OC)C=CC1